BrCCOC=1C=C(C=C(C1)C#CC1=CC=NC=C1)C#CC1=CC=NC=C1 4-({5-[(2-bromoethyl)oxy]-3-(pyridin-4-ylethynyl)phenyl}ethynyl)pyridine